(R)-5-chloro-N-(2,4-dimethoxybenzyl)-2-fluoro-4-((1-phenylcyclopropyl)amino)-N-(thiazol-2-yl)benzenesulfonamide ClC=1C(=CC(=C(C1)S(=O)(=O)N(C=1SC=CN1)CC1=C(C=C(C=C1)OC)OC)F)NC1(CC1)C1=CC=CC=C1